NC=1N=CC2=C(N1)C1(C(N(C2)C=2C=C(C=CC2C)NC(C2=CC(=CC(=C2)C(F)(F)F)OC)=O)=O)CC1 N-(3-(2'-Amino-7'-oxo-5'H-spiro[cyclopropane-1,8'-pyrido[4,3-d]pyrimidine]-6'(7'H)-yl)-4-methylphenyl)-3-methoxy-5-(trifluoromethyl)benzamide